N-methyl-N,N-didodecyl-ammonium tetrakis(perfluorophenyl)borate FC1=C(C(=C(C(=C1F)F)F)F)[B-](C1=C(C(=C(C(=C1F)F)F)F)F)(C1=C(C(=C(C(=C1F)F)F)F)F)C1=C(C(=C(C(=C1F)F)F)F)F.C[NH+](CCCCCCCCCCCC)CCCCCCCCCCCC